methyl 2-(2,7-diisopropyl-4-oxo-pyrazolo[1,5-d][1,2,4]triazin-5-yl)acetate C(C)(C)C1=NN2C(=NN(C(C2=C1)=O)CC(=O)OC)C(C)C